methyl 6-(2,5-dimethyl-4-(4-morpholinobenzyl)thiophene-3-carboxamido)spiro[3.3]heptane-2-carboxylate CC=1SC(=C(C1C(=O)NC1CC2(CC(C2)C(=O)OC)C1)CC1=CC=C(C=C1)N1CCOCC1)C